(2-(4-(2,6-dimethylphenyl)piperazin-1-yl)-2-oxoethyl)-5-fluoro-1H-indole-2-carboxylic acid CC1=C(C(=CC=C1)C)N1CCN(CC1)C(CN1C(=CC2=CC(=CC=C12)F)C(=O)O)=O